phenanthro[2,1,10,9-fghi]dibenzo[a,n]pentacene C1=C2C=3C=CC=4C5=CC=C6C(=C5C=C5C=C7CC8=C9C(=CC=C8C(=C7C3C45)C2=CC=C1)C=CC=C9)C=CC=C6